BrC=1C=C(C(=C(C1)Cl)CBr)F 5-bromo-2-(bromomethyl)-1-chloro-3-fluoro-benzene